4-(2-ethoxy-2-oxoethylidene)-2,2,6,6-tetraethylpiperidin C(C)OC(C=C1CC(NC(C1)(CC)CC)(CC)CC)=O